5-bromo-2-[3-(trifluoromethyl)azetidin-1-yl]pyrimidine BrC=1C=NC(=NC1)N1CC(C1)C(F)(F)F